COC(=O)[C@@H]1C[C@H](C2CC(=CC(N12)=O)C1=C(C(=CC=C1N)Cl)F)OC.O1C(C1)=COCCC[SiH3] (3-(oxiranyl-2-ylmethoxy)propyl)silane Methyl-(1R,3S)-7-(6-amino-3-chloro-2-fluorophenyl)-1-methoxy-5-oxo-1,2,3,5,8,8a-hexahydroindolizine-3-carboxylate